BrC=1SC(=CN1)C(=O)N1CCC(CC1)N1CC(CCC1)COC1CCC1 (2-bromo-1,3-thiazol-5-yl){3-[(cyclobutyloxy)methyl][1,4'-bipiperidine]-1'-yl}methanone